S(=O)(=O)([O-])OOS(=O)(=O)[O-].[Na+].[Na+] sodium persulfate salt